4-([1,2,4]triazolo[1,5-a]pyridin-6-yl)thiophene-2-carboxamide N=1C=NN2C1C=CC(=C2)C=2C=C(SC2)C(=O)N